N-(4-(1H-imidazol-4-yl)phenyl)-N-(3-chlorobenzyl)-2-(5-fluoro-2,3-dioxoindolin-1-yl)acetamide hydrochloride Cl.N1C=NC(=C1)C1=CC=C(C=C1)N(C(CN1C(C(C2=CC(=CC=C12)F)=O)=O)=O)CC1=CC(=CC=C1)Cl